C(C)(=O)NC1=CC(=C2C=CC=NC2=C1)C1(CC1)NC(C1=C(C=CC(=C1)OC[C@H]1N(CC1)C)C)=O (s)-N-(1-(7-Acetamidoquinolin-5-yl)cyclopropyl)-2-methyl-5-((1-methylazetidin-2-yl)methoxy)benzamide